ClC=1C(=NC=C(C1)C(F)(F)F)O[C@@H]1CN(CC1)C1=C(C(=O)N)C=CC=C1 (S)-2-(3-(3-chloro-5-(trifluoromethyl)pyridin-2-yloxy)pyrrolidin-1-yl)benzamide